ClC1=CC=C(C(=O)C2=C(C(=O)O)C=CC=C2F)C=C1 2-(4-chlorobenzoyl)-3-fluoro-benzoic acid